Heptanoat C(CCCCCC)(=O)[O-]